Alanine Glyoxalate C(C=O)(=O)O.N[C@@H](C)C(=O)O